(R)-1-(4-(7-(3-hydroxynaphthalen-1-yl)-2-(2-(2-methylpiperidin-1-yl)ethoxy)-5,6,7,8-tetrahydropyrido[3,4-d]pyrimidin-4-yl)piperazin-1-yl)prop-2-en-1-one OC=1C=C(C2=CC=CC=C2C1)N1CC=2N=C(N=C(C2CC1)N1CCN(CC1)C(C=C)=O)OCCN1[C@@H](CCCC1)C